6-Iodo-8-(4-(trifluoromethoxy)phenyl)quinoxaline-5-carbaldehyde IC1=C(C=2N=CC=NC2C(=C1)C1=CC=C(C=C1)OC(F)(F)F)C=O